FC(C(C(F)(F)F)(C1=CC=C(C=C1)O)C1=CC=C(C=C1)O)(F)F 4,4'-(perfluoropropane-2,2-diyl)diphenol